phenethyl 3,4-dihydroxycinnamate OC=1C=C(C=CC(=O)OCCC2=CC=CC=C2)C=CC1O